tetramethyl-bipyridyl CC1=C(C(=C(C(=N1)C1=NC=CC=C1)C)C)C